BrC1=C(C2CCC1O2)C(=O)OC methyl 3-bromo-7-oxabicyclo[2.2.1]hept-2-ene-2-carboxylate